NC1=C(C(=NN1C1CC(C1)(C)O)C1=CC=C2C(=CC(=NC2=C1F)C1=C(C=CC=C1)F)OC)C(=O)N 5-amino-3-(8-fluoro-2-(2-fluorophenyl)-4-methoxyquinolin-7-yl)-1-((1r,3r)-3-hydroxy-3-methylcyclobutyl)-1H-pyrazole-4-carboxamide